C(CCCCCCCCCCC)OC(CCSCCC(=O)OCCCCCCCCCCCC)=O.ClC=1C=C(C=C(C1)F)C=1C=C(C=NC1OC)C(=O)NCC1=NOC=C1 5-(3-chloro-5-fluorophenyl)-6-methoxy-N-[(1,2-oxazol-3-yl)methyl]pyridine-3-carboxamide dilauryl-3,3'-thiodipropionate